B(O)(O)C1=C(C=C(C(=O)O)C=C1)Cl 4-borono-3-chlorobenzoic acid